(-)-tert-butyl (1S,5S,6R)-5-(4-(3-fluorophenyl)-1H-1,2,3-triazol-1-yl)-7-oxa-3-azabicyclo[4.1.0]heptane-3-carboxylate FC=1C=C(C=CC1)C=1N=NN(C1)[C@H]1CN(C[C@@H]2O[C@H]12)C(=O)OC(C)(C)C